NC1CC(C1)NC(=O)N1CCN(CC1)C(C1=C(C=C(C=C1)NC=1C=2N(C=CN1)C(=CN2)C=2C(=NN(C2)CC#N)C(F)(F)F)Cl)=O N-((1s,3s)-3-aminocyclobutyl)-4-(2-chloro-4-((3-(1-(cyanomethyl)-3-(trifluoromethyl)-1H-pyrazol-4-yl)imidazo[1,2-a]pyrazin-8-yl)amino)benzoyl)piperazine-1-carboxamide